(1R,5R)-N-(4-(1-ethyl-3-(2-fluorophenyl)-1H-pyrazol-4-yl)-7-methoxyquinazolin-6-yl)-3-oxabicyclo[3.1.0]hexane-1-carboxamide C(C)N1N=C(C(=C1)C1=NC=NC2=CC(=C(C=C12)NC(=O)[C@]12COC[C@@H]2C1)OC)C1=C(C=CC=C1)F